dodecyl-epoxymethylenediphosphonic acid C(CCCCCCCCCCC)C(OP1(OO1)=O)OP1(OO1)=O